C(C)C(CO)CC(CCC)O 2-ethyl-1,4-heptanediol